CC(C=C)=CCCC(=C)C 3,7-dimethylocta-1,3,7-triene